2-(6-(4-(benzylamino)piperidin-1-yl)-3,5-dicyano-4-ethylpyridin-2-ylsulfanyl)-2-phenylacetamide C(C1=CC=CC=C1)NC1CCN(CC1)C1=C(C(=C(C(=N1)SC(C(=O)N)C1=CC=CC=C1)C#N)CC)C#N